4-Bromopropoxy-3,5-dichlorobenzyl alcohol BrCCCOC1=C(C=C(CO)C=C1Cl)Cl